C(C)OC(C[SiH2]CCCNC(NCCC[SiH2]CC(OCC)OCC)=O)OCC bis(3-diethoxyethylsilylpropyl)urea